(S)-1-(4-(6-(3,5-dimethylisoxazol-4-yl)-4-(2-phenylpiperazin-1-yl)quinazolin-2-yl)-1H-pyrazol-1-yl)-2-methylpropan-2-ol CC1=NOC(=C1C=1C=C2C(=NC(=NC2=CC1)C=1C=NN(C1)CC(C)(O)C)N1[C@H](CNCC1)C1=CC=CC=C1)C